N[C@H](C)C1=CC=C2C(=N1)N(C(=C2)C2=NC1=C(N2C2CC2)C(=CC(=C1)C(=O)OC)OC)CCCCCCC(C(=O)O)(C1=NC=CC=C1)F 8-(6-((R)-1-aminoethyl)-2-(1-cyclopropyl-7-methoxy-5-(methoxycarbonyl)-1H-benzo[d]imidazol-2-yl)-1H-pyrrolo[2,3-b]pyridin-1-yl)-2-fluoro-2-(pyridin-2-yl)octanoic acid